[Br+].C(=O)([O-])CN1CN(C=C1)C 1-carboxymethyl-3-methylimidazole bromine salt